OC1N(C(C2=C(C=CC=C2C1)C)=O)O dihydroxy-8-methyl-3,4-dihydroisoquinolin-1(2H)-one